FC=1C=C(C=C(C1)C1=CC(=C(C=C1)O[C@H]1O[C@@H]([C@H]([C@@H]([C@@H]1O)O)O)CO)C)C#N 5-fluoro-3'-methyl-4'-(((2R,3S,4S,5S,6R)-3,4,5-trihydroxy-6-(hydroxymethyl)tetrahydro-2H-pyran-2-yl)oxy)-[1,1'-biphenyl]-3-carbonitrile